ClC=1C=C(C=C(C1)Cl)C=1C=CN=C2C(=C(C=NC12)NC(=O)[C@H]1CCOC2=CC=CC=C12)N(C)C (4S)-N-[8-(3,5-Dichlorophenyl)-4-(dimethylamino)-1,5-naphthyridin-3-yl]chroman-4-carboxamid